Methyl (E)-7-[4-amino-1-[(1R,3R)-3-(tert-butoxycarbonylamino)cyclohexyl]-3-[4-[[4-(trifluoromethyl)-2-pyridyl]carbamoyl]phenyl]pyrazolo[4,3-c]pyridin-7-yl]hept-6-enoate NC1=NC=C(C2=C1C(=NN2[C@H]2C[C@@H](CCC2)NC(=O)OC(C)(C)C)C2=CC=C(C=C2)C(NC2=NC=CC(=C2)C(F)(F)F)=O)/C=C/CCCCC(=O)OC